bis-(3-methylbenzoyl) peroxide CC=1C=C(C(=O)OOC(C2=CC(=CC=C2)C)=O)C=CC1